C(C1=CC=CC=C1)O[C@H]1CN(CC1)CCCC(=O)OCC (R)-ethyl 4-(3-(benzyloxy)pyrrolidin-1-yl)butanoate